ClC=1C=CC2=C(CC3(OCCO3)CC(N2)=O)C1 7-Chloro-1,5-dihydrospiro[1-benzazepin-4,2'-[1,3]dioxolan]-2(3H)-on